3'-[18F]fluoro-3'-deoxythymidine [18F][C@H]1C[C@@H](O[C@@H]1CO)N1C(=O)NC(=O)C(C)=C1